Cl.C(=O)(O)CCP (2-carboxy-ethyl)phosphine-hydrochloride